BrC=1C=C2CC(N(C2=CC1)CC(=O)N)=O 2-(5-bromo-2-oxo-2,3-dihydro-1H-indol-1-yl)acetamide